methyl 2-[2-[6-[4-(cyclopentylamino) phenyl]-5-[[4-methyl-3-(trifluoromethyl) phenyl] carbamoyl]-2-pyridyl] ethyl]-3-fluoro-benzoate C1(CCCC1)NC1=CC=C(C=C1)C1=C(C=CC(=N1)CCC1=C(C(=O)OC)C=CC=C1F)C(NC1=CC(=C(C=C1)C)C(F)(F)F)=O